C(C1=C(N=C(O1)C1=CC=CC=C1)CC(=O)OC)([2H])([2H])[2H] methyl 2-(5-(methyl-d3)-2-phenyloxazol-4-yl)acetate